6-(5-(7-Ethyl-7H-imidazo[4,5-c]pyridazin-4-yl)-2-fluorophenyl)-5-methoxy-3-(3-methoxy-2,2-dimethylpropyl)benzo[d]oxazol-2(3H)-one C(C)N1C=NC2=C1N=NC=C2C=2C=CC(=C(C2)C2=CC1=C(N(C(O1)=O)CC(COC)(C)C)C=C2OC)F